COC(=O)C1NC(C2=CC=C(C=C2C1)Br)=O 6-bromo-1-oxo-1,2,3,4-tetrahydroisoquinoline-3-carboxylic acid methyl ester